ClC1=CC=C(C=C1)C1=NC(=NC(=C1)N1CCN(CC1)C1=CC=CC=C1)C=1C=NC=CC1 (4-chlorophenyl)-6-(4-phenylpiperazin-1-yl)-2-(pyridin-3-yl)pyrimidine